4-([1,1'-Biphenyl]-4-yl)-N-(4-methyl-1-azabicyclo[3.2.2]nonan-4-yl)piperazine C1(=CC=C(C=C1)N1CCN(CC1)C1(CCN2CCC1CC2)C)C2=CC=CC=C2